(1r,4r)-4-((5-phenyl-1-(3-(trifluoromethyl)benzyl)-1H-indazol-7-amido)methyl)cyclohexane-1-carboxylic acid methyl ester COC(=O)C1CCC(CC1)CNC(=O)C=1C=C(C=C2C=NN(C12)CC1=CC(=CC=C1)C(F)(F)F)C1=CC=CC=C1